FC1=C(C(=CC=C1)F)C(C)(C)C1=NC(=NO1)C1=NC(=CC(=N1)O[C@@H]1C[C@H](NCC1)CC#N)O[C@@H](C)[C@H]1N(C[C@@H](C1)F)C 2-[(2R,4S)-4-[(2-{5-[2-(2,6-difluorophenyl)propan-2-yl]-1,2,4-oxadiazol-3-yl}-6-[(1S)-1-[(2S,4R)-4-fluoro-1-methylpyrrolidin-2-yl]ethoxy]-pyrimidin-4-yl)oxy]piperidin-2-yl]acetonitrile